(S)-N-(5-(2,4-difluorophenoxy)pyrazin-2-yl)-2-(4-(5-methoxy-6-(trifluoromethyl)pyrazine-2-carbonyl)-3,3-dimethylpiperazin-1-yl)propanamide FC1=C(OC=2N=CC(=NC2)NC([C@H](C)N2CC(N(CC2)C(=O)C2=NC(=C(N=C2)OC)C(F)(F)F)(C)C)=O)C=CC(=C1)F